1-phenylpiperazine C1(=CC=CC=C1)N1CCNCC1